C(C)C1=NN=C2N1C=C(C=C2)C=2N=C1N(C=C(N=C1)N1CCOCC1)C2NC2=CC=C(C=C2)OC 2-(3-ethyl-[1,2,4]triazolo[4,3-a]pyridin-6-yl)-N-(4-methoxyphenyl)-6-morpholinylimidazo[1,2-a]pyrazin-3-amine